5-formyl-2,2-dimethyl-1,3-dioxan-5-ylcarbamic acid tert-butyl ester C(C)(C)(C)OC(NC1(COC(OC1)(C)C)C=O)=O